BrC=1C=C2C(=NC(=NC2=C(C1)F)Cl)Cl 6-Bromo-2,4-dichloro-8-fluoroquinazoline